3-[(2-chloro-4-nitro-phenoxy)methyl]tetrahydrofuran ClC1=C(OCC2COCC2)C=CC(=C1)[N+](=O)[O-]